ClC=1C=C(C=2C=NN(C2C1)C1OCCCC1)C(=O)OC Methyl 6-chloro-1-(tetrahydro-2H-pyran-2-yl)-1H-indazole-4-carboxylate